1-bromo-3,6,9,12,15-pentaoxaoctadecane BrCCOCCOCCOCCOCCOCCC